OCCN1C[C@@H](CCC1)NC=1OC=2C(=NC(=CC2OC)C2=C(C=3CCCC3C=C2C)O)N1 5-[2-[[(3R)-1-(2-Hydroxyethyl)-3-piperidyl]amino]-7-methoxy-oxazolo[4,5-b]pyridin-5-yl]-6-methyl-indan-4-ol